3-(5-(3-Cyanophenyl)pyridin-3-yl)-N-(1H-indazol-5-yl)-3a,4,5,6,7,7a-hexahydro-4,7-methanobenzo[d]isoxazole-7a-carboxamide C(#N)C=1C=C(C=CC1)C=1C=C(C=NC1)C1=NOC2(C1C1CCC2C1)C(=O)NC=1C=C2C=NNC2=CC1